monoprop-2-ynyl carbonate C(OCC#C)([O-])=O